7-hydroxy-6-methoxy-4-methyl-3-(3-(4-methylpiperazin-1-yl)-3-oxopropyl)-2-oxo-2H-chromen-8-carboxaldehyde OC1=C(C=C2C(=C(C(OC2=C1C=O)=O)CCC(=O)N1CCN(CC1)C)C)OC